3-(5-((3-benzhydryl-2-oxoimidazolidin-1-yl)methyl)-4-fluoro-1-oxoisoindolin-2-yl)piperidine-2,6-dione C(C1=CC=CC=C1)(C1=CC=CC=C1)N1C(N(CC1)CC=1C(=C2CN(C(C2=CC1)=O)C1C(NC(CC1)=O)=O)F)=O